chromium tritelluride [Te-2].[Te-2].[Te-2].[Cr+6]